C(C)(C)(C)C1=CC=C(C=C1)C1=NC(=NC(=N1)C1=C(C=C(C=C1)OCCOCCO)O)C1=C(C=C(C=C1)OCCO)O 2-(4-(4-(tert-butyl)phenyl)-6-(2-hydroxy-4-(2-(2-hydroxyethoxy)ethoxy)phenyl)-1,3,5-triazin-2-yl)-5-(2-hydroxyethoxy)phenol